2,5-dioxane dimethyl-adipate COC(CCCCC(=O)OC)=O.C1OCCOC1